CC(CC)N(CCC=O)CC 3-[BUTAN-2-YL(ETHYL)AMINO]PROPANAL